FC=1C=CC=C(C(=O)N(C(C)C)CCO)C1 5-fluoro-N-(2-hydroxyethyl)-N-(propan-2-yl)benzamide